1-({1H-pyrrolo[3,2-c]pyridin-2-yl}carbonyl)piperidin N1C(=CC=2C=NC=CC21)C(=O)N2CCCCC2